2-(3-(3-(4-methyl-4H-1,2,4-triazol-3-yl)-1-oxidothietan-3-yl)phenyl)-6-(((1-methylcyclobutyl)amino)methyl)-4-(trifluoromethyl)isoindolin-1-one CN1C(=NN=C1)C1(CS(C1)=O)C=1C=C(C=CC1)N1C(C2=CC(=CC(=C2C1)C(F)(F)F)CNC1(CCC1)C)=O